5-bromo-1,3-dihydrobenzo[c]selenophene-2-oxide BrC1=CC2=C(C[Se](C2)=O)C=C1